C(C)OC(C(CC(F)F)C1=C(N=NC(=C1)N)Cl)=O 2-(6-amino-3-chloropyridazin-4-yl)-4,4-difluorobutanoic acid ethyl ester